trihydroxyisopropanol titanium [Ti].OC(C(C)(O)O)O